3-decenyl-carnitine C(CC=CCCCCCC)C(O)(C[N+](C)(C)C)CC([O-])=O